C1(=CC(=CC=2C(=CC=CC12)S(=O)(=O)O)S(=O)(=O)O)S(=O)(=O)O.[O+] oxygen (i) Naphthalene-1,3,5-trisulfonic acid